4-(6-fluoro-1-(pyrimidin-5-ylmethyl)-1H-imidazo[4,5-b]pyridin-2-yl)-1,2,5-oxadiazol-3-amine FC=1C=C2C(=NC1)N=C(N2CC=2C=NC=NC2)C=2C(=NON2)N